OCC(C(C(=O)N)=C)(CO)CO tris(hydroxymethyl)methacrylamide